tris(4-hydroxyphenyl)sulfonium 10-camphorsulfonate C12(C(=O)CC(CC1)C2(C)C)CS(=O)(=O)[O-].OC2=CC=C(C=C2)[S+](C2=CC=C(C=C2)O)C2=CC=C(C=C2)O